7-chloro-2,4-dimethyl-2-(4-oxocyclohexyl)benzo[d][1,3]dioxolane-5-carboxamide ClC1=CC(=C(C2=C1OC(O2)(C2CCC(CC2)=O)C)C)C(=O)N